(6S)-5-methyltetrahydrofolic acid glucosamine salt OC1[C@H](N)[C@@H](O)[C@H](O)[C@H](O1)CO.CN1C=2C(NC(=NC2NC[C@@H]1CNC1=CC=C(C(N[C@@H](CCC(=O)O)C(=O)O)=O)C=C1)N)=O